2-OXO-2,3-DIHYDRO-1H-IMIDAZOLE-4-CARBOXYLIC ACID O=C1NC=C(N1)C(=O)O